5-((tert-butylsulfinyl)imino)-5,7-dihydrospiro[cyclopenta[b]pyrazine-6,4'-piperidine]-1'-carboxylic acid tert-butyl ester C(C)(C)(C)OC(=O)N1CCC2(CC1)C(C=1C(=NC=CN1)C2)=NS(=O)C(C)(C)C